12-hydroxydodecanoic acid (12-trimethylsilyloxy dodecanoate) C[Si](OCCCCCCCCCCCC(=O)O)(C)C.OCCCCCCCCCCCC(=O)O